N-fluorenylmethoxycarbonyl-N'-methyl-L-lysine C1(=CC=CC=2C3=CC=CC=C3CC12)COC(=O)N[C@@H](CCCCNC)C(=O)O